FC1([C@@H]([C@H](CCC1)N1CCN(CC1)C(C)C)NC(=O)N1C[C@@H]2CN(C[C@@H]2C1)C1=CC(=CC=C1)F)F (3aR,6aS)-N-{(1R,6S)-2,2-difluoro-6-[4-(propan-2-yl)piperazin-1-yl]cyclohexyl}-5-(3-fluorophenyl)hexahydropyrrolo[3,4-c]pyrrole-2(1H)-carboxamide